C(C)(C)(C)C=1C=C(C=C(C1O)C(C)(C)C)C(C(=O)OCCCCCCCCCCCCCCCCCC)C octadecyl 3,5-di-tertiary butyl-4-hydroxyphenylpropionate